C(#N)C=1C=CC=C2C=CN(C12)C(=O)N1C[C@H](N(CC1)C=1C=CC(=NC1C(=O)N[C@H]1CN(CC1)C)C=1C(=NC=CC1)OCC)CC 5-[(2R)-4-(7-cyano-1H-indole-1-carbonyl)-2-ethylpiperazin-1-yl]-2'-ethoxy-N-[(3R)-1-methylpyrrolidin-3-yl]-[2,3'-bipyridine]-6-carboxamide